CCCCCC(=O)C1=C(C(=C(C(=C1O)Cl)O)Cl)O The molecule is an aromatic ketone that is phloroglucinol in which two of the hydrogens attached to the benzene ring have been replaced by chlorines while the third has been replaced by a hexanoyl group. It is the immediate biosynthetic precursor for differentiation-inducing factor 1 (DIF-1). DIF-1 is released by developing Dictyostelium amoebae, inducing them to differentiate into stalk cells. It has a role as a eukaryotic metabolite. It is an aromatic ketone, a benzenetriol and a dichlorobenzene. It is a conjugate acid of a (3,5-dichloro-2,4,6-trihydroxyphenyl)hexan-1-one(1-).